COC(C1=CC=C(C=C1)Br)=O.FC1=C(OC2CCN(CC2)C2=CC=C(C(=O)OC)C=C2)C=CC=C1 methyl 4-(4-(2-fluorophenoxy)piperidin-1-yl)benzoate Methyl-4-bromobenzoate